C(CC)CS(=O)(=O)NC1=CSC2=C1N=C(N=C2N2C(COCC2)C)C2=C1C(=NC=C2)NC=C1 propyl-N-(4-(3-methylmorpholinyl)-2-(1H-pyrrolo[2,3-b]pyridin-4-yl)thieno[3,2-d]pyrimidine-7-yl)methanesulfonamide